ClC1=CC2=C(C=N1)C=C(N2COCC[Si](C)(C)C)C2=CC(=NC=C2)NCC(F)(F)F 4-(6-chloro-1-((2-(trimethylsilyl)ethoxy)methyl)-1H-pyrrolo[3,2-c]pyridin-2-yl)-N-(2,2,2-trifluoroethyl)pyridin-2-amine